1-(1-chloro-6-hydroxy-2-naphthyl)-3-[[2-(2,6-dioxo-3-piperidyl)-1-oxo-isoindolin-5-yl]methyl]urea ClC1=C(C=CC2=CC(=CC=C12)O)NC(=O)NCC=1C=C2CN(C(C2=CC1)=O)C1C(NC(CC1)=O)=O